CC=1N(C2=CC=CC=C2C1C)C(C=1OC2=C(C1NS(=O)(=O)C1=CC=C(C=C1)C)C=CC=C2)C=2C=C(C=CC2)C (+)-N-(2-((2,3-Dimethyl-1H-indol-1-yl)(m-tolyl)methyl)benzofuran-3-yl)-4-methylbenzenesulfonamide